C(C(C)C)C=1N(C2=C(C=NC(=C2)C2=NC=NS2)N1)[C@H]1C[C@H](CCC1)N (1S,3R)-3-(2-isobutyl-6-(1,2,4-thiadiazol-5-yl)-1H-imidazo[4,5-c]pyridin-1-yl)cyclohexan-1-amine